methyl (Z)-2-(4-((5-(dimethylamino)thiophen-2-yl)methylene)-5-oxo-4,5-dihydroisoxazol-3-yl)acetate CN(C1=CC=C(S1)\C=C/1\C(=NOC1=O)CC(=O)OC)C